4-(4-(5-(4-fluorophenoxy)thiophene-2-carbonyl)-3,4-dihydro-2H-pyrido[4,3-b][1,4]oxazin-8-yl)-benzonitrile FC1=CC=C(OC2=CC=C(S2)C(=O)N2C3=C(OCC2)C(=CN=C3)C3=CC=C(C#N)C=C3)C=C1